N-(2-hydroxyethyl)-pyrrolidine OCCN1CCCC1